C(C)(C)(C)OC(=O)N1[C@H](CN(CC1)C=1N=NC(=CC1)NC(=O)C=1C(=NC=2N(C1)C=C(N2)C)OCC)C (S)-4-(6-(7-ethoxy-2-methylimidazo[1,2-a]pyrimidine-6-carboxamido)pyridazin-3-yl)-2-methylpiperazine-1-carboxylic acid tert-butyl ester